3-({4-[5-(trifluoromethyl)-1,2,4-oxadiazol-3-yl]benzyl}amino)benzonitrile FC(C1=NC(=NO1)C1=CC=C(CNC=2C=C(C#N)C=CC2)C=C1)(F)F